C(CCCCCCCCC)C1=CC=C(C=C1)C1=NOC(=N1)CNC(=O)[C@H]1N(CCCC1)C(=O)OC(C)(C)C tert-butyl (S)-2-(((3-(4-decylphenyl)-1,2,4-oxadiazol-5-yl)methyl)carbamoyl)piperidine-1-carboxylate